2'-chloro-5'-methoxy-6-methyl-N-(5-(oxetan-3-yl)-1,3,4-thiadiazol-2-yl)-(4,4'-bipyridine)-3-carboxamide ClC1=NC=C(C(=C1)C1=C(C=NC(=C1)C)C(=O)NC=1SC(=NN1)C1COC1)OC